CC(CO)(C(C(CC)C)O)CC 2,4-dimethyl-2-ethyl-1,3-hexylene glycol